BrC=1C=C(C=C2C(C(N(C12)C(C)C)CO)CC)C(=O)NC1=CC=C(C=C1)OC(F)(F)Cl 7-bromo-N-(4-(chlorodifluoromethoxy)phenyl)-3-ethyl-2-(hydroxymethyl)-1-isopropylindoline-5-carboxamide